NC1=CC=C(C=C1)C1=NOC(N1C)=O 3-(4-aminophenyl)-4-methyl-1,2,4-oxadiazol-5(4H)-one